2-{[(S)-3-methyl-1-piperidyl]methyl}-6-(6-cyclopropyl-4-{4-fluoro-2-[(3-fluoro-1-azetidinyl)carbonyl]phenyl}-2-pyridyl)-7-oxo-1,6-dihydro-1,6-diaza-4-indenecarbonitrile C[C@@H]1CN(CCC1)CC=1NC=2C(N(C=C(C2C1)C#N)C1=NC(=CC(=C1)C1=C(C=C(C=C1)F)C(=O)N1CC(C1)F)C1CC1)=O